N-hydroxy-octanamide ONC(CCCCCCC)=O